1-(1H-Benzimidazol-5-yl)-5-{4-[2-(cyclopropylmethyl)-2H-tetrazol-5-yl]phenyl}-imidazolidine-2,4-dione N1C=NC2=C1C=CC(=C2)N2C(NC(C2C2=CC=C(C=C2)C=2N=NN(N2)CC2CC2)=O)=O